2,4-di(furfuryl-amino)-5-sulfamoyl-benzoic acid C(C1=CC=CO1)NC1=C(C(=O)O)C=C(C(=C1)NCC1=CC=CO1)S(N)(=O)=O